C1(=NC=CC2=CC=CC=C12)CCCC1=NC=CC2=CC=CC=C12 (isoquinolylpropyl)isoquinoline